ClC=1C=C2C(=NC=NC2=CC1C1=CC=NC2=CC=CC=C12)N1CCN(CC1)C(C=C)=O 1-(4-(6-chloro-7-(quinolin-4-yl)quinazolin-4-yl)piperazin-1-yl)prop-2-en-1-one